FC1=C(C=CC=C1)C(=C)C1=C(NC)C=CC=C1 2-(1-(2-fluorophenyl)vinyl)-N-methylaniline